1-(4-methoxybenzyl)-6,7-dimethoxy-1,2,3,4-tetrahydroisoquinoline COC1=CC=C(CC2NCCC3=CC(=C(C=C23)OC)OC)C=C1